C(C)N1CCC2(C[C@@H]2C(=O)N[C@@H](CCCCCC(CC)=O)C=2NC(=CN2)C=2C(=CC3=CN(N=C3C2)C)OC)CC1 (S)-6-Ethyl-N-((S)-1-(5-(5-methoxy-2-methyl-2H-indazol-6-yl)-1H-imidazol-2-yl)-7-oxononyl)-6-azaspiro[2.5]octan-1-carboxamid